[6-(difluoromethyl)pyridin-3-yl]-3-oxo-2-(pyridin-3-yl)-2,3-dihydropyridazine-4-carboxylic acid FC(C1=CC=C(C=N1)C1=C(C(N(N=C1)C=1C=NC=CC1)=O)C(=O)O)F